C[Ge](C)(C)COC1=NN(C=C1)C(=O)OC(C)(C)C tert-Butyl 3-(trimethylgermylmethoxy)pyrazole-1-carboxylate